{5-[(1,3-benzothiazol-2-yl)amino]-1H-pyrrolo[2,3-b]Pyridin-1-yl}-1,3-thiazole-4-carboxylic acid ethyl ester C(C)OC(=O)C=1N=C(SC1)N1C=CC=2C1=NC=C(C2)NC=2SC1=C(N2)C=CC=C1